6-((2R,3R)-3-aminotetrahydro-2H-pyran-2-yl)-2-chloro-5-(difluoromethyl)-N-(furan-2-ylmethyl)-7-iodo-5H-pyrrolo[3,2-d]pyrimidin-4-amine N[C@H]1[C@@H](OCCC1)C1=C(C=2N=C(N=C(C2N1C(F)F)NCC=1OC=CC1)Cl)I